4-(5-amino-4-((benzylsulfonyl)oxy)-3-oxo-2,3-dihydrofuran-2-yl)benzoic acid NC1=C(C(C(O1)C1=CC=C(C(=O)O)C=C1)=O)OS(=O)(=O)CC1=CC=CC=C1